CN(C)CCOCCNCCOCCN(C)C bis-(N,N-dimethylaminoethyloxyethyl)amine